1-(3-(5-fluoro-2-(3-fluoro-4-(2-methoxyethoxy)phenylamino)pyrimidin-4-ylamino)phenyl)-3-methylbut-3-en-2-one FC=1C(=NC(=NC1)NC1=CC(=C(C=C1)OCCOC)F)NC=1C=C(C=CC1)CC(C(=C)C)=O